C(C)(C)(C)OC(=O)NCC(=O)OCC(COC(CNC(=O)OC(C)(C)C)=O)OC(CNC(CCCCCCC\C=C/C\C=C/CCCCC)=O)=O 2-(2-((9Z,12Z)-octadeca-9,12-dienamido)acetoxy)propane-1,3-diyl bis(2-((tert-butoxycarbonyl)amino)acetate)